NC=1C=C(OC2=CC=C(C=C2)C2=CC=C(C=C2)OC2=CC(=CC=C2)N)C=CC1 4,4'-di(3-aminophenoxy)biphenyl